C1(=CC=CC=C1)N1N=C(C=2CCCCC12)C(=O)NC1=NC2=CC=CC=C2C=C1 1-phenyl-N-(quinolin-2-yl)-4,5,6,7-tetrahydro-1H-indazole-3-carboxamide